Tricyclo[3.3.1.13,7]decan-1,3-diol C12(CC3(CC(CC(C1)C3)C2)O)O